3,4,5-trichloro-2,6-pyridinedicarbonitrile ClC=1C(=NC(=C(C1Cl)Cl)C#N)C#N